5-Amino-3-(4-bromophenyl)-1-ethyl-pyrazole-4-carbonitrile NC1=C(C(=NN1CC)C1=CC=C(C=C1)Br)C#N